7-(2-methyl-4-methylsulfonyl-phenyl)-2,3,4,5-tetrahydroazepine-1-carbaldehyde CC1=C(C=CC(=C1)S(=O)(=O)C)C1=CCCCCN1C=O